oxolanthanum carbonate C([O-])([O-])=O.O=[La+].O=[La+]